3-(4-((2R,4s,6S)-2-cyano-7-((5-methoxy-7-methyl-1H-indol-4-yl)methyl)-7-azaspiro[3.5]nonan-6-yl)benzamido)propanoic acid C(#N)C1CC2(C1)C[C@H](N(CC2)CC2=C1C=CNC1=C(C=C2OC)C)C2=CC=C(C(=O)NCCC(=O)O)C=C2